NC1=CC=C(C=C1)NC1=CC=C(C=C1)NC1=CC=CC=C1 N-(4-aminophenyl)-N'-phenyl-p-phenylenediamine